(3-fluoro-4-(4,4,5,5-tetramethyl-1,3,2-dioxaborolan-2-yl)phenyl)(2-methylpiperidin-1-yl)methanone FC=1C=C(C=CC1B1OC(C(O1)(C)C)(C)C)C(=O)N1C(CCCC1)C